ClCCCC 1-Chlorobutan